(5-(2-cyclopropylphenyl)-3-hydroxy-2,3-dihydrospiro[indene-1,3'-pyrrolidin]-1'-yl-3-d)(5-fluoropyridin-2-yl)methanone C1(CC1)C1=C(C=CC=C1)C=1C=C2C(CC3(CN(CC3)C(=O)C3=NC=C(C=C3)F)C2=CC1)([2H])O